(S)-8-fluoro-N-methyl-N-(2-(tetrahydro-2H-pyran-4-yl)ethyl)-5,6-dihydro-4H-pyrrolo[3,2,1-ij]quinolin-5-amine FC=1C=C2C[C@@H](CN3C2=C(C1)C=C3)N(CCC3CCOCC3)C